[2-13C]-pyruvate C([13C](=O)C)(=O)[O-]